N1=CC(=CC=C1)CNC(=O)C=1N=CSC1 N-(pyridine-3-ylmethyl)-1,3-thiazole-4-carboxamide